1-[(3RS)-oxolane-3-yl]methylamine O1C[C@H](CC1)CN |r|